ClC=1C(=C(C=CC1)CC(=O)OC)CC methyl 2-(3-chloro-2-ethyl-phenyl)-acetate